ClC1=C(C=CC(=C1)C)NCC=1C=C(C(=O)N2CCN(CC2)CC2=NC3=C(N2C[C@H]2OCC2)C=C(C=C3)C(=O)O)C=CC1 2-{[4-(3-{[(2-chloro-4-methylphenyl)amino]methyl}benzoyl)piperazin-1-yl]methyl}-1-{[(2S)-oxetan-2-yl]methyl}-1H-1,3-benzodiazole-6-carboxylic acid